FC1(C(CNC1)C(=O)NC1=NC=CC(=C1)C1=NC=CC(=C1)C=1C=C(C=CC1C)NC(=O)C=1N=NC=C(C1)C(F)(F)F)F N-[3-[2-[2-[(4,4-difluoropyrrolidine-3-carbonyl)amino]-4-pyridyl]-4-pyridyl]-4-methyl-phenyl]-5-(trifluoromethyl)pyridazine-3-carboxamide